[1,1':3',1'':3'',1'''-quaterphenyl]-2'-amine C1(=CC=CC=C1)C1=C(C(=CC=C1)C1=CC(=CC=C1)C1=CC=CC=C1)N